P1=C=C=COOCC1 1,3,2-dioxaphosphacyclooctatriene